C1(CCC1)C1=C(C=CC=C1F)[C@@H]1C2=C(NC(=C1C(=O)OC)C)COC2=O methyl (S)-4-(2-cyclobutyl-3-fluorophenyl)-2-methyl-5-oxo-1,4,5,7-tetrahydrofuro[3,4-b]pyridine-3-carboxylate